CC1=C2C(C(=CN(C2=NC(=C1)N1CC(C1)C(=O)C1=NC=CC=C1)C1=NC=NS1)C(=O)O)=O 5-methyl-4-oxo-7-[3-(pyridine-2-carbonyl)azetidin-1-yl]-1-(1,2,4-thiadiazol-5-yl)-1,4-dihydro-1,8-naphthyridine-3-carboxylic acid